3-ethyl-3-methyl-6-((7-((4-(methylsulfonyl)phenyl)amino)-2,6-naphthyridin-1-yl)ethynyl)indolin-2-one C(C)C1(C(NC2=CC(=CC=C12)C#CC1=NC=CC2=CN=C(C=C12)NC1=CC=C(C=C1)S(=O)(=O)C)=O)C